C1(=CC=CC=C1)C(C1=CC=CC=C1)=NC1=CC=C2C(=CC(NC2=C1)=O)C 7-((diphenylmethylene)amino)-4-methylquinolin-2(1H)-one